6-(2,6-dichloro-3,5-dimethoxyphenyl)-3-(1-methyl-4-nitro-1H-pyrazol-5-yl)-4,5,6,7-tetrahydro-1H-indazole ClC1=C(C(=C(C=C1OC)OC)Cl)C1CCC=2C(=NNC2C1)C1=C(C=NN1C)[N+](=O)[O-]